C(C1=CC=CC=C1)N[C@@H]1COCC[C@@H]1OC=1C=C2CN(C(C2=CC1)=O)C1C(NC(CC1)=O)=O 3-(5-(((3R,4S)-3-(benzylamino)tetrahydro-2H-pyran-4-yl)oxy)-1-oxoisoindolin-2-yl)piperidine-2,6-dione